N-(4-bromophenyl)-N'-[4-(1-piperidinyl)butyl]-urea BrC1=CC=C(C=C1)NC(=O)NCCCCN1CCCCC1